ClC1=CC(=C(C=C1)NC(OCC(F)(F)F)=O)C(N[C@H](C(C(=O)NC1CC1)=O)C[C@H]1C(NCC1)=O)=O 2,2,2-trifluoroethyl N-[4-chloro-2-[[(1S)-3-(cyclopropylamino)-2,3-dioxo-1-[[(3S)-2-oxopyrrolidin-3-yl]methyl]propyl]carbamoyl]phenyl]carbamate